NC=1C=C(C=CC1)S(=O)(=O)NC(=O)C=1C(=NC=C(C1)C1=CC=CC=C1)OC1=C(C=C(C=C1C)C)C N-(3-Aminophenyl)sulfonyl-5-phenyl-2-(2,4,6-trimethylphenoxy)pyridin-3-carboxamid